N-(4-((4-([1,2,4]triazolo[4,3-c]pyrimidin-7-yloxy)-3-methylphenyl)amino)-3-cyano-7-ethoxyquinolin-6-yl)-3-(pyrrol-2-yl)acrylamide N=1N=CN2C=NC(=CC21)OC2=C(C=C(C=C2)NC2=C(C=NC1=CC(=C(C=C21)NC(C=CC=2NC=CC2)=O)OCC)C#N)C